ClC1=CC(=C(C=C1OC)NC(=O)N[C@@H](C)C=1N(N=CN1)C1=NC=CC=N1)F 1-(4-chloro-2-fluoro-5-methoxy-phenyl)-3-[(1S)-1-(2-pyrimidin-2-yl-1,2,4-triazol-3-yl)ethyl]urea